CC1(CCN(CC1)C(=O)NC1=C(C=CC=C1)N1CCN(CC1)C(C)C)C1=NOC(=N1)C(C)C 4-methyl-4-[5-(propan-2-yl)-1,2,4-oxadiazol-3-yl]-N-{2-[4-(propan-2-yl)piperazine-1-yl]phenyl}piperidine-1-carboxamide